N1(CCOCC1)CCNC(=O)C=1C=C(C=CC1)C1=C(OC(=C1)[N+](=O)[O-])C(=O)N (3-((2-Morpholinylethyl)carbamoyl)phenyl)-5-nitrofuran-2-carboxamide